5-bromopicolinyl chloride BrC=1C=CC(=NC1)CCl